dimethyl-[3-[(2-methyl-1-oxo-2-propenyl)amino]propyl]ammonium C[NH+](CCCNC(C(=C)C)=O)C